The molecule is an inositol phosphomannosylinositol phosphophytoceramide(2-) having an inositol 1-phosphoryl group linked at the 6-position to the mannose residue and a hexacosanoyl group amide-linked to a C18 sphinganine base, with no hydroxylation at C-4 of the long-chain base or on the C26 very-long-chain fatty acid. Major species at pH 7.3. It is an Ins-1-P-6-Man-1-2-Ins-1-P-Cer(d18:0/26:0) and an inositol phosphomannosylinositol-1-phosphodihydroceramide(2-). CCCCCCCCCCCCCCCCCCCCCCCCCC(=O)N[C@@H](COP(=O)([O-])O[C@@H]1[C@@H]([C@@H]([C@H]([C@@H]([C@H]1OC2[C@H]([C@H]([C@@H]([C@H](O2)COP(=O)([O-])OC3[C@@H]([C@H](C([C@H]([C@H]3O)O)O)O)O)O)O)O)O)O)O)O)[C@@H](CCCCCCCCCCCCCCC)O